3-hydrazino-1-methylcyclobutane-1-carboxylic acid ethyl ester C(C)OC(=O)C1(CC(C1)NN)C